(R)-2-oxa-7-aza-spiro[4.4]nonane C1OCC[C@]12CNCC2